(+-)-tetrahydrofurfuryl-amine C([C@H]1CCCO1)N |r|